BrC1=CCC(CC1=O)=O 6-bromo-1,3-dioxo-1H-benzol